FC1=CC=C(COC2=CC=3OC(C(=CC3S2)C(=O)O)=O)C=C1 2-((4-fluorobenzyl)oxy)-5-oxo-5H-thieno[3,2-b]pyran-6-carboxylic acid